N-(2-(dimethylamino)ethyl)-N-methylpiperazine-1-carboxamide hydrochloride Cl.CN(CCN(C(=O)N1CCNCC1)C)C